7-chloro-2,4-dimethyl-N-((6-methyl-4-(methylthio)-2-oxo-1,2-dihydropyridin-3-yl)methyl)-2-(4-(pyridin-2-yl)cyclohexyl)benzo[d][1,3]dioxan-5-carboxamide ClC=1C=C(C2=C(OC(OC2C)(C2CCC(CC2)C2=NC=CC=C2)C)C1)C(=O)NCC=1C(NC(=CC1SC)C)=O